dichlorodiphenylaniline ClC=1C(=C(N(C2=CC=CC=C2)C2=CC=CC=C2)C=CC1)Cl